NC1=NC(=C2C(=N1)N(N=C2)CC2=CC(=C(C=C2)[N+](=O)[O-])C)C=2C(=C(C#N)C=CC2)F 3-(6-amino-1-(3-methyl-4-nitrobenzyl)-1H-pyrazolo[3,4-d]pyrimidine-4-yl)-2-fluorobenzonitrile